(1R,3S,4R)-N-[(1S)-1-cyano-2-[(3R)-2-oxo-3-piperidyl]ethyl]-2-[(2R)-3-cyclobutyl-2-[(2,2,2-trifluoroacetyl)amino]propanoyl]-5,5-difluoro-2-azabicyclo[2.2.2]octane-3-carboxamide C(#N)[C@H](C[C@@H]1C(NCCC1)=O)NC(=O)[C@H]1N([C@H]2CC([C@@H]1CC2)(F)F)C([C@@H](CC2CCC2)NC(C(F)(F)F)=O)=O